6-(8-chloronaphthalen-1-yl)-1-(3-methylpiperazin-1-yl)-3-(((S)-1-methylpyrrolidin-2-yl)methoxy)-5,6,7,8-tetrahydro-2,6-naphthyridine-4-carbonitrile Hydrochloride Cl.ClC=1C=CC=C2C=CC=C(C12)N1CC=2C(=C(N=C(C2CC1)N1CC(NCC1)C)OC[C@H]1N(CCC1)C)C#N